C(C1=CC=CC=C1)NC(N(C1CCC(CC1)NC1=NC2=CC=CC=C2C=N1)C=1C=C(C=CC1)NC(CCCNC1=C2C(N(C(C2=CC=C1)=O)C1C(NC(CC1)=O)=O)=O)=O)=O N-(3-(3-benzyl-1-((1r,4r)-4-(quinazolin-2-ylamino)cyclohexyl)ureido)phenyl)-4-((2-(2,6-dioxopiperidin-3-yl)-1,3-dioxoisoindol-4-yl)amino)butanamide